2-[2,6-Difluoro-4-(4-fluoropiperidine-1-sulfonyl)phenyl]-4-methylquinoline-7-carboxylic acid FC1=C(C(=CC(=C1)S(=O)(=O)N1CCC(CC1)F)F)C1=NC2=CC(=CC=C2C(=C1)C)C(=O)O